propyl-Thiolamine C(CC)C1=C(SC=C1)N